FC1(CC(C1)C=1C=C2C(=C(C(N(C2=CC1)C)=O)C#N)N1CCC(CC1)(C=1OC2=C(N1)C=C(C=C2)C)C)F 6-(3,3-Difluorocyclobutyl)-1-methyl-4-[4-methyl-4-(5-methyl-1,3-benzoxazol-2-yl)piperidin-1-yl]-2-oxo-1,2-dihydroquinoline-3-carbonitrile